BrC=1C(=NC(=C(C1)N1C[C@@H](CC1)F)C)NC1=C(C(=CC=C1C)OCC1=CC=C(C=C1)OC)C (R)-3-Bromo-5-(3-fluoropyrrolidin-1-yl)-N-(3-((4-methoxybenzyl)oxy)-2,6-dimethylphenyl)-6-methylpyridin-2-amine